tert-butyl (S)-4-(5-bromo-7H-pyrrolo[2,3-d]pyrimidin-4-yl)-3-methylpiperazine-1-carboxylate BrC1=CNC=2N=CN=C(C21)N2[C@H](CN(CC2)C(=O)OC(C)(C)C)C